4-(2-fluoro-4-benzoylphenylthio)phenylbis(fluorophenyl)sulfonium FC1=C(C=CC(=C1)C(C1=CC=CC=C1)=O)SC1=CC=C(C=C1)[S+](C1=C(C=CC=C1)F)C1=C(C=CC=C1)F